3-(4-(2-((3r,5r,7r)-adamantan-1-yl)ethyl)-3,5-dimethylpiperazin-1-yl)propane C12(CC3CC(CC(C1)C3)C2)CCN2C(CN(CC2C)CCC)C